3-n-Butylphthalid C(CCC)C1OC(=O)C2=CC=CC=C12